copper ethyl phosphinate [PH2](OCC)=O.[Cu]